CN1C=NC2=C1C=CC=C2C 1,4-dimethylbenzimidazole